C(CCC)OCCCO 3-Butoxy-propan-1-ol